1-(2-(Dimethylamino)ethyl)-N-((6-methyl-5-(2-((1-methylpiperidin-4-yl)oxy)pyridin-4-yl)-2,3-dihydro-1H-inden-4-yl)carbamoyl)-1H-pyrazole-3-sulfonamide CN(CCN1N=C(C=C1)S(=O)(=O)NC(NC1=C2CCCC2=CC(=C1C1=CC(=NC=C1)OC1CCN(CC1)C)C)=O)C